(5R)-2-(2-fluoro-6-methylpyridin-3-yl)-5-methyl-N-[(3S)-9-fluoro-2-oxo-5-phenyl-1,3-dihydro-1,4-benzodiazepine-3-yl]-6,7-dihydro-5H-pyrazolo[5,1-b][1,3]Oxazine-3-carboxamide FC1=NC(=CC=C1C1=NN2C(O[C@@H](CC2)C)=C1C(=O)N[C@@H]1C(NC2=C(C(=N1)C1=CC=CC=C1)C=CC=C2F)=O)C